OCC1=CC=C(C=C1)[C@H](C)NC=1N=CC2=C(N1)N(C(C=C2)=O)CC(C)(C)O 2-({(1S)-1-[4-(Hydroxymethyl)phenyl]ethyl}amino)-8-(2-hydroxy-2-methylpropyl)pyrido[2,3-d]pyrimidin-7(8H)-on